ClC1=CC(=C(C=C1F)NS(=O)(=O)C1=CNC2=CC(=CC=C12)OC)F N-(4-chloro-2,5-difluorophenyl)-6-methoxy-1H-indole-3-sulfonamide